2-(4-(4-acetamidophenyl)-1-oxoisoindolin-2-yl)-3-hydroxy-N-(2-hydroxy-1-(3-methyl-1,2,4-thiadiazol-5-yl)ethyl)propenamide C(C)(=O)NC1=CC=C(C=C1)C1=C2CN(C(C2=CC=C1)=O)C(C(=O)NC(CO)C1=NC(=NS1)C)=CO